C(C)OC(CN1C[C@@H](CCC1)NC1=NN=C(C2=CC=CC=C12)C1=C(C=C(C=C1)C(F)(F)F)O)=O (R)-2-(3-((4-(2-hydroxy-4-(trifluoromethyl)phenyl)phthalazin-1-yl)amino)piperidin-1-yl)acetic acid ethyl ester